BrC=1C(=C(C=CC1)C1=CC=C(C=C1)C=O)C 3'-bromo-2'-methyl-[1,1'-biphenyl]-4-formaldehyde